BrC=1C=C2C(N(C(C2=CC1)=O)CC1=CC=C(C=C1)OC)(C)C 5-bromo-2-[(4-methoxyphenyl)methyl]-3,3-dimethylisoindol-1-one